C(C)OCCN1CCCCC1 1-(2-ethoxyethyl)piperidine